C(C)[C@@H]1[C@H](C[C@@H](N(C1)C1=CC(N(C=2C=CC(=NC12)C#N)C)=O)C)OC1=NC=C(C=C1)OC(C)C 8-((2S,4S,5S)-5-Ethyl-4-((5-isopropoxypyridin-2-yl)oxy)-2-methylpiperidin-1-yl)-5-methyl-6-oxo-5,6-dihydro-1,5-naphthyridin-2-carbonitril